COC1=C(C=CC=C1)NC(=O)NCC1=NC(=NO1)C=1C=NC=CC1 1-(2-methoxyphenyl)-3-{[3-(pyridin-3-yl)-1,2,4-oxadiazol-5-yl]methyl}-urea